CNC(=O)N The molecule is a member of the class of ureas that is urea substituted by a methyl group at one of the nitrogen atoms.